1-(3-((5-(difluoromethyl)-2-((3-methyl-1-(1-methylpiperidin-4-yl)-1H-pyrazol-4-yl)amino)pyrimidin-4-yl)amino)propyl)-3-methyl-1,3-diazepan-2-one FC(C=1C(=NC(=NC1)NC=1C(=NN(C1)C1CCN(CC1)C)C)NCCCN1C(N(CCCC1)C)=O)F